C(C)(=O)C1=C(N=C(S1)NC(C)=O)C N-(5-acetyl-4-methylthiazol-2-yl)acetamide